[6-(5-cyclopropyl-4H-1,2,4-triazol-3-yl)-2-azaspiro[3.3]heptan-2-yl]-[6-[[1-(trifluoromethyl)cyclopropyl]methoxy]-2-azaspiro[3.3]heptan-2-yl]methanone C1(CC1)C=1NC(=NN1)C1CC2(CN(C2)C(=O)N2CC3(C2)CC(C3)OCC3(CC3)C(F)(F)F)C1